[8-(1-octylnonoxy)-8-oxo-octyl](2S)-4-[3-(dimethylamino)propanoyloxy]-1-[6-(1-hexylnonoxy)-6-oxo-hexyl]pyrrolidine-2-carboxylate C(CCCCCCC)C(CCCCCCCC)OC(CCCCCCCOC(=O)[C@H]1N(CC(C1)OC(CCN(C)C)=O)CCCCCC(=O)OC(CCCCCCCC)CCCCCC)=O